ClC1=C(C(OC2=CC=C(C=C12)F)=O)C=O 4-CHLORO-6-FLUORO-2-OXO-2H-CHROMENE-3-CARBALDEHYDE